ClC1=CC2=C(N=C(N=C2NCC(C)(C)C)C2=C(C(=CC(=C2Cl)OC)OC)Cl)C=N1 6-chloro-2-(2,6-dichloro-3,5-dimethoxyphenyl)-N-neopentylpyrido[3,4-d]pyrimidine-4-amine